2-(2,6-dioxopiperidin-3-yl)-5-(piperazin-1-yl)isoindol-1,3-dione O=C1NC(CCC1N1C(C2=CC=C(C=C2C1=O)N1CCNCC1)=O)=O